6-(3,4-Dimethoxyphenyl)imidazo[1,2-a]pyridine COC=1C=C(C=CC1OC)C=1C=CC=2N(C1)C=CN2